Butyl (S)-4-((4-Ethyl-4,9-dihydroxy-3,14-dioxo-3,4,12,14-tetrahydro-1H-pyrano[3',4':6,7]indolizino[1,2-b]quinolin-10-yl)methyl)piperazine-1-carboxylate C(C)[C@]1(C(OCC=2C(N3CC=4C(=NC=5C=CC(=C(C5C4)CN4CCN(CC4)C(=O)OCCCC)O)C3=CC21)=O)=O)O